BrC=1C=C2C(=NC1)N(C=C2C(C)(C)C#N)C(=O)OC(C)(C)C tert-butyl 5-bromo-3-(2-cyanopropan-2-yl)-1H-pyrrolo[2,3-b]pyridine-1-carboxylate